4-[3-(5-chloro-6-methoxy-3-pyridinyl)-1-methyl-pyrazol-4-yl]-6-methyl-1H-pyrazolo[3,4-b]pyridine ClC=1C=C(C=NC1OC)C1=NN(C=C1C1=C2C(=NC(=C1)C)NN=C2)C